N1C(CCC1)C1=NC=CC=C1 2-(pyrrolidin-2-yl)pyridine